3-(5-(((2-(4-(4-chloro-1,2-bis(4-hydroxyphenyl)but-1-en-1-yl)phenoxy)ethyl)amino)methyl)-7-fluoro-1-oxoisoindolin-2-yl)piperidine-2,6-dione ClCCC(=C(C1=CC=C(C=C1)O)C1=CC=C(OCCNCC=2C=C3CN(C(C3=C(C2)F)=O)C2C(NC(CC2)=O)=O)C=C1)C1=CC=C(C=C1)O